OC=1C(=C2C(C(=C(OC2=CC1C)C1=CC(=CC(=C1)C)C)C)=O)C hydroxy-3,5,7,3',5'-pentamethylflavone